C(C)(=O)NC1=CC=C(C=C1)C(C(=O)O)CNC(=O)OC(C)(C)C 2-(4-acetamidophenyl)-3-((tert-butoxycarbonyl)amino)propionic acid